(S)-2-((1-(3-(bis(4-fluorophenyl)methyl)-1-methyl-1,2,4-triazol-5-yl)ethyl)carbamoyl)-4-methoxypyridin-3-yl ethyl carbonate C(OC=1C(=NC=CC1OC)C(N[C@@H](C)C1=NC(=NN1C)C(C1=CC=C(C=C1)F)C1=CC=C(C=C1)F)=O)(OCC)=O